N-Benzo[1,3]-dioxol-5-yl-3-p-menthancarboxamid O1COC2=C1C=CC(=C2)NC(=O)C2CC(CCC2C(C)C)C